CC1=CC=CC(=N1)C=1N=C2N(C1C1=CC(=NC=C1)C1=NC3=C(N1)CNC3)CCC2 2-(4-(2-(6-methylpyridin-2-yl)-6,7-dihydro-5H-pyrrolo[1,2-a]imidazol-3-yl)pyridin-2-yl)-1,4,5,6-tetrahydropyrrolo[3,4-d]imidazole